10-chlorobenzofuro[3,2-b]indolo[3,2,1-jk]carbazole ClC1=CC=CC2=C1C1=CC=3N4C5=C(C=CC=C5C3C=C1O2)C2=CC=CC=C24